COC=1C=C2CCN(CC2=CC1NC1=NC2=CC(=CC=C2C=N1)C1=CC=CC=C1)C N-(6-methoxy-2-methyl-1,2,3,4-tetrahydroisoquinolin-7-yl)-7-phenylquinazolin-2-amine